2-(1-Methylpropyl)cyclohexanon CC(CC)C1C(CCCC1)=O